C(C)OC(=O)C1=NC(=CC=C1NC(C)C=1C=C(C=C2C(C=C(OC12)C=1C=CC=2N(C1)C=C(N2)C)=O)C)C 6-methyl-3-[1-[6-methyl-2-(2-methylimidazo[1,2-a]pyridin-6-yl)-4-oxo-chromen-8-yl]ethylamino]pyridine-2-carboxylic acid ethyl ester